(1S,2S,5R)-3-(tert-butoxycarbonyl)-3-azabicyclo[3.1.0]hexane-2-carboxylic acid C(C)(C)(C)OC(=O)N1[C@@H]([C@H]2C[C@H]2C1)C(=O)O